[Na].O1C(=C(O)C(=O)C=2C(O)=CC(O)=CC12)C1=CC(O)=C(O)C=C1 Quercetin sodium